FC1=C(NC=2N(C(C(=CC2C(=O)N)CC2=C(C(=CC=C2)NS(NC)(=O)=O)F)=O)C)C=CC(=C1)I 2-(2-Fluoro-4-iodoanilino)-5-[[2-fluoro-3-(methylsulfamoylamino)phenyl]methyl]-1-methyl-6-oxopyridine-3-carboxamide